tert-butyl (5-((2-((5-methylpyridin-2-yl)carbamoyl)phenyl)amino)pentyl)carbamate CC=1C=CC(=NC1)NC(=O)C1=C(C=CC=C1)NCCCCCNC(OC(C)(C)C)=O